N-[3-fluoro-4-({6-methoxy-7-[3-(4-methoxypiperidin-1-yl)propoxy]quinolin-4-yl}oxy)phenyl]-5-(4-fluorophenyl)-6-oxo-2,3,5,6-tetrahydrofuro[3,2-c]pyridine-7-carboxamide FC=1C=C(C=CC1OC1=CC=NC2=CC(=C(C=C12)OC)OCCCN1CCC(CC1)OC)NC(=O)C1=C2C(=CN(C1=O)C1=CC=C(C=C1)F)CCO2